COC(=O)C=1C=C(C2=C(C1)C1=CC=CC=C1C21SCCS1)C.COS(=O)(=O)[O-].C[N+]1=CN(C=C1)C=C 3-Methyl-1-vinylimidazolium methyl-sulfate methyl-1-methylspiro[fluorene-9,2'-[1,3]dithiolane]-3-carboxylate